ClC1=C(C=CC(=C1)Cl)CN1C(CCC1CC(N1CCCCC1)=O)=O 1-[(2,4-dichlorophenyl)methyl]-5-(2-oxo-2-piperidin-1-ylethyl)pyrrolidin-2-on